N1=C(N=CC=C1)NCC1=CC=CC=C1 pyrimidyl(benzylamine)